C(C1=CC=CC=C1)OC(N[C@@H]1/C(/NC[C@H]1C=1C(=CC2=C(CCO2)C1)F)=N/OCCO)=O |o1:10,14| {(3S*,4R*,Z)-4-(6-fluoro-2,3-dihydro-benzofuran-5-yl)-2-[(2-hydroxyethoxy)-imino]pyrrolidin-3-yl}carbamic acid benzyl ester